COC(C1=NC=C(C=C1)NC1=NC=CC2=CC=C(C=C12)C#N)=O 5-((7-Cyanoisoquinolin-1-yl)amino)picolinic acid methyl ester